FC1CN(CCC1(O)O)C1=NC(=NC(=N1)C1=NC(=CC=C1)C(F)(F)F)NC1=CC(=NC=C1)C(F)(F)F (3-fluoro-4,4-dihydroxypiperidin-1-yl)-6-(6-(trifluoromethyl)pyridin-2-yl)-N-(2-(trifluoromethyl)pyridin-4-yl)-1,3,5-triazin-2-amine